N-(7-azaspiro[3.5]nonan-2-yl)-5-isopropoxy-6-(1H-pyrazol-4-yl)-[1,2,4]triazolo[1,5-a]pyrazin-2-amine C1C(CC12CCNCC2)NC2=NN1C(C=NC(=C1OC(C)C)C=1C=NNC1)=N2